O1CCN(CC1)C1=NC=C(C=N1)N 2-morpholinopyrimidine-5-amine